ClC=1C=C2C(=C(C=NC2=C(C1C1=C(C=CC=C1OCC1=CC=C(C=C1)OC)F)F)[N+](=O)[O-])C=1CCN(CC1CO)C(=O)OC(C)(C)C tert-butyl 4-(6-chloro-8-fluoro-7-(2-fluoro-6-((4-methoxybenzyl) oxy) phenyl)-3-nitroquinolin-4-yl)-5-(hydroxymethyl)-3,6-dihydropyridine-1(2H)-carboxylate